1,2,2,5-tetramethyl-4-[2-methyl-4-(1-methyl-1H-pyrazol-4-yl)benzenesulfonyl]-1,2,3,4-tetrahydroquinoxaline CN1C(CN(C2=C(C=CC=C12)C)S(=O)(=O)C1=C(C=C(C=C1)C=1C=NN(C1)C)C)(C)C